4-(5-(butyl-(2-methyl-4-quinazolinyl)amino)-2-methoxyphenyl)-N-hydroxybutyramide C(CCC)N(C=1C=CC(=C(C1)CCCC(=O)NO)OC)C1=NC(=NC2=CC=CC=C12)C